3-(1-Methyl-5-(5-(4-methylpiperazin-1-yl)pyridin-2-ylamino)-6-oxo-1,6-dihydropyridin-3-yl)-5-(1-oxo-3,4,6,7,8,9-hexahydropyrazino[1,2-a]indol-2(1H)-yl)isonicotinaldehyde CN1C=C(C=C(C1=O)NC1=NC=C(C=C1)N1CCN(CC1)C)C1=C(C=O)C(=CN=C1)N1C(C=2N(C=3CCCCC3C2)CC1)=O